1-hydroxypyridine ON1CC=CC=C1